(R)-1-(4-(2,6-dioxapiperidin-3-yl)-3,5-difluorophenyl)azetidine-3-carboxylic acid N1O[C@H](CCO1)C1=C(C=C(C=C1F)N1CC(C1)C(=O)O)F